2-methyl-1-(3-(3-(4-(trifluoro-methyl)phenyl)-1H-pyrazolo[4,3-b]pyridin-1-yl)azetidin-1-yl)prop-2-en-1-one CC(C(=O)N1CC(C1)N1N=C(C2=NC=CC=C21)C2=CC=C(C=C2)C(F)(F)F)=C